FC=1C=C(C=CC1F)NC(N(C)[C@H]1CCC2=C1SC(=C2)Cl)=O (S)-3-(3,4-difluorophenyl)-1-(2-chloro-5,6-dihydro-4H-cyclopenta[b]thiophen-6-yl)-1-methylurea